BrC1=CSC2=C1NC(=C2C)C(=O)OCC ethyl 3-bromo-6-methyl-4H-thieno[3,2-b]pyrrole-5-carboxylate